C(C=C)(=O)N1[C@@H](CCC1)C1=NC(=C2N1C=CN=C2N)C2=CC=C(C(=O)NC1=NC=CC(=C1)C)C=C2 (S)-4-(3-(1-acryloylpyrrolidin-2-yl)-8-aminoimidazo[1,5-a]pyrazin-1-yl)-N-(4-methylpyridin-2-yl)benzamide